6,6-dimethyl-4-oxobicyclo[3.1.1]hept-2-en CC1(C2C(C=CC1C2)=O)C